OCS(=O)(=O)[O-].[Na+] sodium hydroxy-methanesulfonate